(R)-(6-(2-methyl-2H-pyrazolo[3,4-b]pyridin-5-yl)thieno[2,3-b]pyridin-2-yl)(tetrahydro-2H-pyran-4-yl)methan-d-ol CN1N=C2N=CC(=CC2=C1)C1=CC=C2C(=N1)SC(=C2)[C@@](O)([2H])C2CCOCC2